C(CC/C=C\\CC1C(O1)C/C=C\\C/C=C\\CCCC(=O)[O-])CCO The molecule is an epoxy(hydroxy)icosatrienoate that is the conjugate base of 20-hydroxy-11,12-epoxy-(5Z,8Z,14Z)-eicosatrienoic acid arising from deprotonation of the carboxylic acid function; major species at pH 7.3. It is an omega-hydroxy fatty acid anion, a hydroxy fatty acid anion, an icosanoid anion and a polyunsaturated fatty acid anion. It derives from an 11,12-EET(1-). It is a conjugate base of an 11,12-epoxy-20-hydroxy-(5Z,8Z,14Z)-icosatrienoic acid.